(R)-7-(3-chloro-4-fluorophenyl)-8-((3-hydroxy-2-methoxypropyl)thio)-6-(trifluoromethyl)quinazoline-2,4(1H,3H)-dione ClC=1C=C(C=CC1F)C1=C(C=C2C(NC(NC2=C1SC[C@@H](CO)OC)=O)=O)C(F)(F)F